6-((1-methyl-3-azabicyclo[3.1.0]hexan-3-yl)methyl)-2-(3-(3-((4-methyl-4H-1,2,4-triazol-3-yl)methyl)oxetan-3-yl)phenyl)-4-(trifluoromethyl)isoindolin-1-one CC12CN(CC2C1)CC1=CC(=C2CN(C(C2=C1)=O)C1=CC(=CC=C1)C1(COC1)CC1=NN=CN1C)C(F)(F)F